2-(5-bromo-2-methoxyphenyl)acetonitrile BrC=1C=CC(=C(C1)CC#N)OC